1,3-diamino-4-(methylsulfonyl)benzene NC1=CC(=C(C=C1)S(=O)(=O)C)N